COC(C(C)C=1C=CC(=NC1)C=1C=NC=CC1)=O 2-([2,3'-bipyridine]-5-yl)Propanoic Acid Methyl Ester